CC1(C(=O)[O-])C(C(=O)[O-])(C=C(C=C1)OCCN1C(C(=CC2=CC(=CC=C12)NC1=NC(=NC=C1Cl)N(C)C)OCC(NC)=O)=O)C 1,2-dimethyl-4-[2-(6-[[5-chloro-2-(dimethylamino)pyrimidin-4-yl]amino]-3-[(methylcarbamoyl)methoxy]-2-oxoquinolin-1-yl)ethoxy]phthalate